5-(5-{[4-(Aminomethyl)phenyl]methoxy}-1-(furan-2-carbonyl)-1H-pyrazol-3-yl)-1-methansulfonyl-4-methylpiperidin-2-on NCC1=CC=C(C=C1)COC1=CC(=NN1C(=O)C=1OC=CC1)C1C(CC(N(C1)S(=O)(=O)C)=O)C